FC1([C@@H]([C@H](CCC1)N1N=NC(=C1)C(C)C)N)F (1R,6S)-2,2-difluoro-6-[4-(propan-2-yl)-1H-1,2,3-triazol-1-yl]cyclohexan-1-amine